1-(4-(2-methoxypyrimidin-4-yl)benzyl)-4-(propane-1-yn-1-yl)-1H-indazole-7-methanol COC1=NC=CC(=N1)C1=CC=C(CN2N=CC3=C(C=CC(=C23)CO)C#CC)C=C1